4-(hydroxydimethylsilyl)oxy-salicylic acid O[Si](OC=1C=C(C(C(=O)O)=CC1)O)(C)C